phenyltin tris(2-ethylhexanoate) C(C)C(C(=O)[O-])CCCC.C(C)C(C(=O)[O-])CCCC.C(C)C(C(=O)[O-])CCCC.C1(=CC=CC=C1)[Sn+3]